BrC=1C(=NC(=NC1)NC=1C(=CC2=C(OC[C@@H]3N2CCN(C3)C)C1)OC)NC=1C(=C3N=CC=NC3=CC1)P(C)(C)=O (R)-(6-((5-bromo-2-((9-methoxy-3-methyl-1,2,3,4,4a,5-hexahydrobenzo[b]pyrazino[1,2-d][1,4]oxazin-8-yl)amino)pyrimidin-4-yl)amino)quinoxalin-5-yl)dimethylphosphine oxide